CC(CO)CCCCCCCCCCC(O)C 2,13-dimethyl-1,13-tridecanediol